Tert-butyl 3-[[3-[2-methoxy-4-(trifluoromethyl)phenyl]-4-methyl-5-oxo-1,2,4-triazin-6-yl]amino]piperidine-1-carboxylate COC1=C(C=CC(=C1)C(F)(F)F)C1=NN=C(C(N1C)=O)NC1CN(CCC1)C(=O)OC(C)(C)C